BrCC=1C=CC2=C(N(N=N2)C)C1 6-(bromomethyl)-1-methyl-benzotriazol